phthalimidonitrogen C1(C=2C(C(N1[N])=O)=CC=CC2)=O